2-chloro-5-methoxy-6-methyl-(4,4-bipyridine)-3-carboxylic acid benzyl ester C(C1=CC=CC=C1)OC(=O)C=1C(=NC(=C(C1C1=CC=NC=C1)OC)C)Cl